1-ethyl-2-oxo-1,2-dihydrobenzo[cd]indole-6-sulfonamide C(C)N1C(C2=C3C(C(=CC=C13)S(=O)(=O)N)=CC=C2)=O